benzyl (((1R,5S,6r)-6-(2-methyloxazol-4-yl)-3-azabicyclo[3.1.0]hexan-6-yl)methyl)carbamate hydrochloride Cl.CC=1OC=C(N1)C1([C@H]2CNC[C@@H]12)CNC(OCC1=CC=CC=C1)=O